C12(CC3CC(CC(C1)C3)C2)NCCN2CCN(CC2)CCOC2=C3C(N(C(C3=CC=C2)=O)C2C(NC(CC2)=O)=O)=O 4-(2-(4-(2-(adamantan-1-ylamino)ethyl)piperazin-1-yl)ethoxy)-2-(2,6-dioxopiperidin-3-yl)isoindoline-1,3-dione